2-((4-((4-(tert-amyl)phenyl)amino)cyclohexyl)amino)ethan-1-ol C(C)(C)(CC)C1=CC=C(C=C1)NC1CCC(CC1)NCCO